F[C@H]1[C@@H]2CCC[C@H](C[C@H]1OC1=CC=C(N=N1)C1=C(C=C(C=C1)C1=NC=C(N=C1)C)O)N2 2-(6-(((1s,2s,3r,5r)-2-fluoro-9-azabicyclo[3.3.1]non-3-yl)oxy)pyridazin-3-yl)-5-(5-methylpyrazin-2-yl)phenol